5-Nitrosaccharin [N+](=O)([O-])C=1C=C2C(NS(=O)(=O)C2=CC1)=O